3-(6-ethyl-5-(1H-pyrazol-4-yl)pyridin-2-yl)-1-(3-fluoro-5-methoxybenzyl)-8-(2-hydroxyethyl)-1,3,8-triazaspiro[4.5]decan-2-one C(C)C1=C(C=CC(=N1)N1C(N(C2(C1)CCN(CC2)CCO)CC2=CC(=CC(=C2)OC)F)=O)C=2C=NNC2